FC(OC=1C=C(C=CC1OC1=CC=NC=2N1N=CC2)N2C(N(CC2=O)C=2C=NC=C(C2)C(F)(F)F)=O)F 3-[3-(difluoromethoxy)-4-(pyrazolo[1,5-a]pyrimidin-7-yloxy)phenyl]-1-[5-(trifluoromethyl)-3-pyridinyl]-2,4-imidazolidinedione